2-aminocaproamide NC(C(=O)N)CCCC